C(C)OP(=O)(C1=CC=CC=C1)C(C1=C(C(=C(C=C1C)C)C(C1=CC=CC=C1)=O)C)=O.C(C1=CC=CC=C1)C=1N(C=CC1)CCCC(=O)OC(C)(C)C benzyl-1-(4-(tert-butoxy)-4-oxobutyl)-1H-pyrrole Ethyl-(3-benzoyl-2,4,6-trimethylbenzoyl)(phenyl)phosphinat